C(C)(C)(C)OC(=O)OC1=CC=2C(=C3C(=NC2C=C1)C1=CC2=C(CN1C3)COC[C@H]2CC)CC (4S)-9-tert-butyloxycarbonyloxy-4,11-diethyl-3,4,12,14-tetrahydro-1H-pyrano[3',4':6,7]indolizino[1,2-b]quinoline